N-(amino(5-(1,2-dihydroxypropan-2-yl)-1-phenyl-1H-pyrazol-3-yl)(oxo)-λ6-sulfaneylidene)-2-(4-cyano-3-fluoro-2,6-diisopropylphenyl)acetamide NS(=NC(CC1=C(C(=C(C=C1C(C)C)C#N)F)C(C)C)=O)(=O)C1=NN(C(=C1)C(CO)(C)O)C1=CC=CC=C1